NC=1C(=C(C(=O)N(C(=O)C2CC2)C2=C(C=C(C=C2C(F)(F)F)C(C(F)(F)F)(C(F)(F)F)F)Br)C=CC1)F 3-amino-N-(2-bromo-4-(perfluoropropan-2-yl)-6-(trifluoromethyl)phenyl)-N-(cyclopropanecarbonyl)-2-fluorobenzamide